FC1=C(OC2=C[C@@]3(C(CN(C3)C[C@@H](O)C=3C=C4CCC(NC4=CC3)=O)=C2)O)C(=CC=C1)F 6-((S)-2-((3aS,5S,6aR)-5-(2,6-difluorophenoxy)-3a-hydroxycyclopenta[c]pyrrol-2(1H)-yl)-1-hydroxyethyl)-3,4-dihydroquinolin-2(1H)-one